7-bromo-8-chloro-N,N-dimethylquinoxalin-2-amine BrC1=CC=C2N=CC(=NC2=C1Cl)N(C)C